C(C)(C)(C)C=1C(=NC=C(C1)C(C)(C)O)C=1C=NC(=CC1)Cl tert-butyl-(6'-chloro-5-(2-hydroxypropan-2-yl)-[2,3'-bipyridine])